NC1=C(C=CC=C1)S(=O)(=O)[O-].[Mg+2].BrC1=CC=CC(=N1)C1=NOC(=C1)[C@]1(C(N([C@@H](C1)C(F)(F)F)C)=O)O.NC1=C(C=CC=C1)S(=O)(=O)[O-] (3R,5s)-3-(3-(6-bromopyridin-2-yl)isoxazol-5-yl)-3-hydroxy-1-methyl-5-(trifluoromethyl)pyrrolidin-2-one magnesium aminobenzenesulfonate